6-chloro-3-iodopyrazolo[4,5-b]pyrazine ClC=1N=C2C(=NC1)C(=NN2)I